(-)-(R)-2-amino-3-(3-hydroxypropyl-sulfinyl)propionic acid N[C@H](C(=O)O)CS(=O)CCCO